FC1=C(C(=CC(=C1)N1CC=2N(CC1)N=C(C2)C(F)(F)F)C)NC(CC(C)(C)C)=O N-[2-fluoro-6-methyl-4-[2-(trifluoromethyl)-6,7-dihydro-4H-pyrazolo[1,5-a]pyrazin-5-yl]phenyl]-3,3-dimethyl-butanamide